CN1C(C=2C=CC=NC2CC1)=O 6-methyl-7,8-dihydro-1,6-naphthyridin-5(6H)-one